N-{(6R)-7,7-difluoro-2-[6-fluoro-4-(2,4,6-trifluorophenyl)-1,2-benzoxazol-3-yl]-3-oxo-2,5,6,7-tetrahydro-3H-pyrrolo[1,2-c]imidazol-6-yl}-1-fluoromethanesulfonamide FC1([C@@H](CN2C(N(C=C21)C2=NOC1=C2C(=CC(=C1)F)C1=C(C=C(C=C1F)F)F)=O)NS(=O)(=O)CF)F